ClC=1C(=NC=CC1)C(C)(C)NC1=NC=C(C=N1)N1N=CC(=C1)CNC(C)=O N-{[1-(2-{[1-(3-chloro(2-pyridyl))-isopropyl]amino}pyrimidin-5-yl)pyrazol-4-yl]methyl}acetamide